FC=1C=C(C=CC1C(F)(F)F)N1C=NN(C1=O)CC1=CC(=C(OC(C(=O)OCC)(C)C)C(=C1)C)C Ethyl 2-(4-((4-(3-fluoro-4-(trifluoromethyl) phenyl)-5-oxo-4,5-dihydro-1H-1,2,4-triazol-1-yl) methyl)-2,6-dimethylphenoxy)-2-methylpropionate